[C@H]12CC(C[C@H](CC1)N2)NCCC(C)O 4-(((1R,3r,5S)-8-azabicyclo[3.2.1]oct-3-yl)amino)butan-2-ol